2-oxo-4-ethoxy-1-benzyl-1,2-dihydropyridine-3-carboxamide O=C1N(C=CC(=C1C(=O)N)OCC)CC1=CC=CC=C1